CC1=C(C2=C(N=N1)SC1=C2N=CN=C1N(C)CC1=CC=C(C=C1)C(C)(C)O)C 2-[4-[[(3,4-dimethylpyrimidino[4',5':4,5]thieno[2,3-c]pyridazin-8-yl)-methyl-amino]methyl]phenyl]propan-2-ol